CC1(C(N(CC1CC(\C=C(/C1=CC=C(C=C1)C)\C1=CC=CC=C1)C)C1=CC=CC=C1)=O)C (Z)-3,3-dimethyl-4-(2-methyl-4-phenyl-4-(p-tolyl)-3-butenyl)-1-phenylpyrrolidin-2-one